C(CCCCCCCCCCC)(=O)NCCC[N+](C)(C)C lauramidopropyl-trimethylammonium